FC([C@H](O)C1=CC=CC(=N1)NC(=O)C1=C(C(=O)O)C=C(C=C1)C(F)(F)F)(F)F |r| (RAC)-2-{[6-(2,2,2-trifluoro-1-hydroxyethyl)pyridin-2-yl]carbamoyl}-5-(trifluoromethyl)benzoic acid